(L-valyloxy)butanoic acid N[C@@H](C(C)C)C(=O)OC(C(=O)O)CC